FC1=C(/C=C/C2=C(C=C(N(C)C)C=C2)[N+](=O)[O-])C(=CC=C1)F (E)-4-(2,6-difluorostyryl)-N,N-dimethyl-3-nitroaniline